1-(2-aminoethyl)-3-aminopropyl-methoxysilane NCCC(CCN)[SiH2]OC